(trans-2,6-dimethoxyphenyl)(trans-5-(4-methylpent-3-en-1-yl)-1,2,3,6-tetrahydro-[1,1'-biphenyl]-2-yl)methanone COC1=C(C(=CC=C1)OC)C(=O)[C@H]1[C@@H](CC(=CC1)CCC=C(C)C)C1=CC=CC=C1